FC1=CC=C(C=C1)C1=C(CC(CC1)(C)C)CO (4'-Fluoro-4,4-dimethyl-3,4,5,6-tetrahydro-[1,1'-biphenyl]-2-yl)methanol